2-((2S,4R,5R)-5-(2-Acetamido-6,8-dioxo-7-(prop-2-yn-1-yl)-1,6,7,8-tetrahydro-9H-purin-9-yl)-4-acetoxytetrahydrofuran-2-yl)propan-2-yl 2,2,2-trifluoroacetate FC(C(=O)OC(C)(C)[C@H]1O[C@H]([C@@H](C1)OC(C)=O)N1C=2N=C(NC(C2N(C1=O)CC#C)=O)NC(C)=O)(F)F